NC1=C(C(=O)OCC)C=C(C(=C1)F)C1=NC=C(C2=C1C(=NO2)N)C=2C=NN(C2)COP(=O)(OC(C)(C)C)OC(C)(C)C ethyl 2-amino-5-(3-amino-7-(1-(((di-t-butoxyphosphoryl) oxy) methyl)-1H-pyrazol-4-yl) isoxazolo[4,5-c]pyridin-4-yl)-4-fluorobenzoate